C1(CC1)C=1C=C2C=C(NC2=CC1OCC=1N=CSC1)CNC(=O)C1(CC1)C N-((5-cyclopropyl-6-(thiazol-4-ylmethoxy)-1H-indol-2-yl)methyl)-1-methylcyclopropane-1-carboxamide